4-aminopyridyl-3-hydroxypiperidine NC1=CC(=NC=C1)N1CC(CCC1)O